C(=O)C=1C=C(C=CC1C(=O)OC)N1CCN(CCC1)C(=O)OC(C)(C)C tert-butyl 4-(3-formyl-4-(methoxycarbonyl)phenyl)-1,4-diazepane-1-carboxylate